(S)-methyl 2-((S)-6-(4-methoxy-1H-indole-2-carbonyl)-6-azaspiro[2.5]octane-5-carboxamido)-3-((S)-2-oxopyrrolidin-3-yl)propanoate COC1=C2C=C(NC2=CC=C1)C(=O)N1[C@@H](CC2(CC2)CC1)C(=O)N[C@H](C(=O)OC)C[C@H]1C(NCC1)=O